1-(1H-pyrazol-5-yl)ethanone N1N=CC=C1C(C)=O